(1-methylpyrazol-4-yl)methanamine CN1N=CC(=C1)CN